9-hydroxy-8,9,10,11-tetrahydrobenzo[c]xanthylium OC1CCC2=[O+]C=3C4=C(C=CC3C=C2C1)C=CC=C4